ClC1=CC(=NC=C1)C(=O)N(C)CC 4-chloro-N-ethyl-N-methylpyridine-2-carboxamide